O1CCN(CC1)CCCCC(=O)OC(C(=O)OCCCCCCCC\C=C/CCCCCCCC)C(C(=O)OCCCCCCCC\C=C/C\C=C/CCCCC)OC(CCCCN1CCOCC1)=O 1-((Z)-octadec-9-en-1-yl) 4-((9Z,12Z)-octadeca-9,12-dien-1-yl) 2,3-bis((5-morpholinopentanoyl)oxy)succinate